2-Chloro-4-((3-(2-hydroxybutyl)-1-methyl-2-oxo-2,3-dihydro-1H-benzo[d]imidazol-5-yl)amino)nicotinonitrile ClC1=C(C#N)C(=CC=N1)NC1=CC2=C(N(C(N2CC(CC)O)=O)C)C=C1